6-(1-(6-bromo-1H-[1,2,3]triazolo[4,5-b]pyrazin-1-yl)ethyl)-3-(1-methyl-1H-pyrazol-4-yl)quinoline BrC1=CN=C2C(=N1)N(N=N2)C(C)C=2C=C1C=C(C=NC1=CC2)C=2C=NN(C2)C